BrC1=NC=C(C(=C1NC(OC(C)(C)C)=O)C)C tert-butyl N-(2-bromo-4,5-dimethyl-3-pyridyl)carbamate